N[C@@H](C(=O)O)[C@@H](C)N (3R,2R)-2,3-DIAMINOBUTYRIC ACID